3-(2-(dimethylamino)ethyl)-1H-indole-4-carboxamide CN(CCC1=CNC=2C=CC=C(C12)C(=O)N)C